6,7-Dihydro-1,2,3,10-tetramethoxy-7-(methylamino)benzo[a]heptalen-9(5H)-one COC1=C(C(=CC2=C1C1=CC=C(C(C=C1C(CC2)NC)=O)OC)OC)OC